C1=NC=C(C2=CC=CC=C12)N1C(N(C[C@H]1C#N)C1CN(C1)S(=O)(=O)C(F)(F)F)=O (S)-3-(isoquinolin-4-yl)-2-oxo-1-(1-((trifluoromethyl)sulfonyl)azetidin-3-yl)imidazolidine-4-carbonitrile